FC=1C(=C(C=CC1F)[C@H]1[C@@H](CO[C@](C1)(C(F)(F)F)C)C=1NC=2C=CN=C(C2C(C1)=O)C(=O)N)OC 2-((3R,4R,6R)-4-(3,4-difluoro-2-methoxyphenyl)-6-methyl-6-(trifluoromethyl)tetrahydro-2H-pyran-3-yl)-4-oxo-1,4-dihydro-1,6-naphthyridine-5-carboxamide